CN(C1=C(C=CC2=C1N(C=1N=C(C=CC1C2=O)N(C)C2CC(C2)OC)CC(=O)O)C)C 2-(9-(dimethylamino)-2-(((1r,3r)-3-methoxycyclobutyl)(methyl)amino)-8-methyl-5-oxobenzo[b][1,8]naphthyridin-10(5H)-yl)acetic acid